CC(C(=O)C1=CC=C(C=C1)SC)(C)N1CCOCC1 2-Methyl-1-[4-(methylthio)phenyl]-2-morpholinopropane-1-one